COC=1C=C2C=CN(C2=C(C1)C)CC(C)N(C)C 1-(5-methoxy-7-methyl-1H-indol-1-yl)-N,N-dimethylpropan-2-amine